3-(4-fluorophenyl)-4-{6-phenylfuro[2,3-d]pyrimidin-4-yl}-1-[(1s,3s)-3-(benzyloxy)cyclobutyl]pyrazole FC1=CC=C(C=C1)C1=NN(C=C1C=1C2=C(N=CN1)OC(=C2)C2=CC=CC=C2)C2CC(C2)OCC2=CC=CC=C2